ClC=1N=C(C2=C(N1)CCS2)NC2(CCC2)CO (1-((2-chloro-6H,7H-thieno[3,2-d]pyrimidin-4-yl)amino)cyclobutyl)methanol